C(C1=CC=CC=C1)OC(N[C@@H]1CN(C[C@H]1O)C1=NC(=CC(=C1)C1=C(C=CC(=C1)NC(=O)N1C[C@@H](CC1)CC(F)(F)F)C)N1CCOCC1)=O Trans-(4-hydroxy-1-(4-(2-methyl-5-((S)-3-(2,2,2-trifluoroethyl)pyrrolidine-1-carboxamido)phenyl)-6-morpholinylpyridin-2-yl)pyrrolidin-3-yl)carbamic acid benzyl ester